CC1=CC=C(C=C1)C(CCCCC)C1=C(C=C(O)C=C1)O 4-[1-(4-methylphenyl)hexyl]resorcinol